methyl-(Z)-2-bromo-3-methoxyacrylate COC(/C(=C/OC)/Br)=O